C(C#CC)O 2-butyn-1-ol